Cl.NC/C(/CN1N=CC=2C(N(C=CC21)CC)=O)=C\F (E)-1-(2-(aminomethyl)-3-fluoroallyl)-5-ethyl-1,5-dihydro-4H-pyrazolo[4,3-c]pyridin-4-one hydrochloride